FC(S(=O)(=O)[O-])(F)F.FC(C1=CC=C(C=C1)[I+]C1=C(C=C(C=C1C)C)C)(F)F [4-(trifluoromethyl)phenyl]-(2,4,6-trimethylphenyl)iodonium trifluoromethanesulfonate